(Z)-3-(5-bromo-2-hydroxybenzylideneamino)-1-hydroxy-4-(4-hydroxyphenyl)butan-2-one BrC=1C=CC(=C(\C=N/C(C(CO)=O)CC2=CC=C(C=C2)O)C1)O